3,4-difluoro-2-benzylthiobenzoic acid FC=1C(=C(C(=S)O)C=CC1F)CC1=CC=CC=C1